1,7-bis[2-(3,4-epoxycyclohexyl)ethyl]-1,1,3,3,5,5,7,7-octamethyltetrasiloxane C1(CC2C(CC1)O2)CC[Si](O[Si](O[Si](O[Si](C)(C)CCC2CC1C(CC2)O1)(C)C)(C)C)(C)C